((2-Ethyl-6-methoxy-1,2,3,4-tetrahydroisoquinolin-7-yl)amino)-5-((2-(hydroxymethyl)phenyl)amino)-1,2,4-triazine-6-carboxamide C(C)N1CC2=CC(=C(C=C2CC1)OC)NC=1N=NC(=C(N1)NC1=C(C=CC=C1)CO)C(=O)N